ClC1=C(C=2C=C3CC(CCN3C2N=C1)N1C(CCC1)=O)C 1-(3-chloro-4-methyl-6,7,8,9-tetrahydropyrido[3,2-b]indolizin-7-yl)-2-oxopyrrolidin